cyclobutyl (E)-3-(4-((N-(3-((E)-3-methoxy-3-oxoprop-1-en-1-yl)phenyl)cyclohexanecarboxamido)methyl-d)phenyl)acrylate COC(/C=C/C=1C=C(C=CC1)N(C(=O)C1CCCCC1)C(C1=CC=C(C=C1)/C=C/C(=O)OC1CCC1)[2H])=O